6,6'-dimethoxy-4,5'-diaminobiphenyl COC1=CC(=CC=C1C1=CC=CC(=C1OC)N)N